(7-(2-chloro-4-nitrophenyl)-7-azaspiro[3.5]nonan-2-yl)carbamic acid tert-butyl ester C(C)(C)(C)OC(NC1CC2(C1)CCN(CC2)C2=C(C=C(C=C2)[N+](=O)[O-])Cl)=O